FC=1C(=C(C(=CC1)F)C1CCN(CC1)C1=C(C=2N(N=C1)C(=NN2)CC(F)(F)F)C(F)(F)F)OC 7-(4-(3,6-difluoro-2-methoxyphenyl)piperidin-1-yl)-3-(2,2,2-trifluoroethyl)-8-(trifluoromethyl)-[1,2,4]triazolo[4,3-b]pyridazine